C1(=CC=CC=2SC3=C(C21)C=CC=C3)NC=3C2(C1=CC4=CC=CC=C4C1=CC3)C=CC=C3C1=CC=CC=C1C=C32 (dibenzothiophenyl)(spirobifluorenyl)amine